F[C@@H]1CNCC[C@@H]1N1N=C(C=2C1=NC=NC2N)C2=CC=C(C=C2)OC2=CC=CC=C2 1-((3R,4S)-3-fluoropiperidin-4-yl)-3-(4-phenoxyphenyl)-1H-pyrazolo[3,4-d]pyrimidin-4-amine